2-(2,6-dimethyl-4-((4-(4-(methylthio)phenyl)-5-oxo-4,5-dihydro-1H-1,2,4-triazol-1-yl)methyl)phenoxy)-2-methylpropanoic acid CC1=C(OC(C(=O)O)(C)C)C(=CC(=C1)CN1N=CN(C1=O)C1=CC=C(C=C1)SC)C